N-(4-bromo-3,5-difluoro-2-nitrophenyl)-2,2,2-trifluoroacetamide BrC1=C(C(=C(C=C1F)NC(C(F)(F)F)=O)[N+](=O)[O-])F